N-[[6-(1,5-dimethylpyrazole-4-carbonyl)-6-azaspiro[2.5]octan-2-yl]methyl]-1,3-dihydropyrrolo[3,4-c]pyridine-2-carboxamide CN1N=CC(=C1C)C(=O)N1CCC2(C(C2)CNC(=O)N2CC=3C=NC=CC3C2)CC1